C(C)N1C(=CC=C1)C(CCC1=CC=C(C=C1)C(C)C)=O 1-(N-ethyl-pyrrol-2-yl)-3-(4-isopropylphenyl)propan-1-one